N1-(2,2-difluorocyclohexyl)-N2-((S)-4-methyl-1-oxo-1-(((S)-3-oxo-1-((S)-2-oxopyrrolidin-3-yl)-4-(trifluoromethoxy)butan-2-yl)amino)pentan-2-yl)oxalamide FC1(C(CCCC1)NC(C(=O)N[C@H](C(N[C@@H](C[C@H]1C(NCC1)=O)C(COC(F)(F)F)=O)=O)CC(C)C)=O)F